3α-hydroxy-7β-dansyl-5β-cholanoate O[C@H]1C[C@H]2C[C@@H]([C@H]3[C@@H]4CC[C@H]([C@@H](CCC(=O)[O-])C)[C@]4(CC[C@@H]3[C@]2(CC1)C)C)S(=O)(=O)C1=CC=CC=2C(N(C)C)=CC=CC12